4-(cyclopropoxymethyl)-3-fluoroaniline C1(CC1)OCC1=C(C=C(N)C=C1)F